(1S,3S)-3-((6-(5-(((2-isobutoxy-pyrimidin-4-yl)amino)methyl)-1-methyl-1H-1,2,3-triazol-4-yl)-2-methylpyridin-3-yl)oxy)cyclohexane-1-carboxylic acid C(C(C)C)OC1=NC=CC(=N1)NCC1=C(N=NN1C)C1=CC=C(C(=N1)C)O[C@@H]1C[C@H](CCC1)C(=O)O